OC1CCN(CC1)C1=C2C=CN(C(C2=CN=C1)=O)CC=1N=C2N(C=C(C=C2)C)C1 5-(4-hydroxypiperidin-1-yl)-2-({6-methylimidazo[1,2-a]pyridin-2-yl}methyl)-1,2-dihydro-2,7-naphthyridin-1-one